dodecylbenzylmercury C(CCCCCCCCCCC)[Hg]CC1=CC=CC=C1